2-amino-6-borono-2-(2-(4-(trifluoromethyl)piperidin-1-yl)ethyl)hexanoic acid NC(C(=O)O)(CCCCB(O)O)CCN1CCC(CC1)C(F)(F)F